ClC1=C(C=CC2=C1C(=N[C@H](C=1N2C=C(C(N1)=O)CCOCC)C)C1=C(C=CC=C1F)F)Cl (5S)-8,9-dichloro-7-(2,6-difluorophenyl)-2-(2-ethoxyethyl)-5-methyl-5H-pyrimido[1,2-a][1,4]benzodiazepin-3-one